5-{3-fluoro-4-[(4-methylpyrimidin-2-yl)oxy]phenyl}-7-methyl-6-(piperidin-3-yl)-5H-pyrrolo[3,2-d]pyrimidin-4-amine FC=1C=C(C=CC1OC1=NC=CC(=N1)C)N1C(=C(C=2N=CN=C(C21)N)C)C2CNCCC2